N-methoxy-N,6-dimethyl-4-[(1-methylcyclopropyl)amino]furo[2,3-d]pyrimidine-5-carboxamide CON(C(=O)C1=C(OC=2N=CN=C(C21)NC2(CC2)C)C)C